NC1=NC2=CC(=CC=C2C=C1Cl)C[C@@H]1CC[C@]2([C@@H]1O[C@H]([C@@H]2O)N2C=C(C1=C2N=CN=C1N)C)O (2R,3R,3aS,6S,6aR)-6-((2-amino-3-chloroquinolin-7-yl)methyl)-2-(4-amino-5-methyl-7H-pyrrolo[2,3-d]pyrimidin-7-yl)hexahydro-3aH-cyclopenta[b]furan-3,3a-diol